O=C1N(CCC(N1)=O)C=1C=C(C(=O)N2CCC(CC2)C(=O)O)C=CC1OC 1-[3-(2,4-dioxohexahydropyrimidin-1-yl)-4-methoxy-benzoyl]piperidine-4-carboxylic acid